ClC=1C=C(C=CC1)C=1C=C(C=NC1OC)CC1=CC=NC=C1 4-{[5-(3-Chlorophenyl)-6-methoxypyridin-3-yl]methyl}pyridine